N1(C=CC=C1)CCCCN1C=NC(=C1C(C)C)\C=C/1\C(N(CC(N1)=O)C(C)=O)=O (Z)-3-((1-(4-(1H-pyrrol-1-yl)butyl)-5-isopropyl-1H-imidazol-4-yl)methylene)-1-acetylpiperazine-2,5-dione